C1(CC1)CN1C(=CC=2C1=NC(=CC2)C2=CC=C(C=C2)F)C2=NC1=C(N2C)C(=CC(=C1)C(=O)N1[C@@H]2CC[C@H](C1)[C@H]2N)OC (1R,4R,7R)-2-{2-[1-(cyclopropylmethyl)-6-(4-fluorophenyl)-1H-pyrrolo[2,3-b]pyridin-2-yl]-7-methoxy-1-methyl-1H-1,3-benzodiazole-5-carbonyl}-2-azabicyclo[2.2.1]heptan-7-amine